3-(4-methylphenyl)-3H-imidazo[4,5-b]-pyridine CC1=CC=C(C=C1)N1C=NC=2C1=NC=CC2